(S,E)-5-bromo-5-fluoro-N,N-bis(4-methoxybenzyl)-2-methylpent-4-ene-1-sulfonamide Br/C(=C/C[C@@H](CS(=O)(=O)N(CC1=CC=C(C=C1)OC)CC1=CC=C(C=C1)OC)C)/F